N-[3-(4-bromo-2,6-dimethyl-phenyl)-2,4-dioxo-spiro[5.5]undecan-9-yl]carbamic acid tert-butyl ester C(C)(C)(C)OC(NC1CCC2(CC(C(C(C2)=O)C2=C(C=C(C=C2C)Br)C)=O)CC1)=O